iron ammonium dihydroporphin C12CC=C(N1)C=C1C=CC(=N1)C=C1C=CC(N1)=CC=1C=CC(N1)=C2.[NH4+].[Fe+2]